4-(3'-((3-(ethylsulfonamido)pyrrolidin-2-yl)methyl)-[1,1'-biphenyl]-2-yl)butanoic acid C(C)S(=O)(=O)NC1C(NCC1)CC=1C=C(C=CC1)C1=C(C=CC=C1)CCCC(=O)O